undecylenoxy ether C(CCCCCCCCC=C)OOOCCCCCCCCCC=C